2-tert-butyl-6-(3-tert-butyl-2'-hydroxy-5-methylbenzyl)-4-methylphenyl acrylate C(C=C)(=O)OC1=C(C=C(C=C1CC1=C(C(=CC(=C1)C)C(C)(C)C)O)C)C(C)(C)C